C(C)(C)OC1=CC=2N(C=C1C(=O)NC=1C(N(C=CC1)C)=O)C=C(N2)[C@]21CO[C@](CC2)(C1)C 7-isopropoxy-N-(1-methyl-2-oxo-1,2-dihydropyridin-3-yl)-2-((1r,4s)-1-methyl-2-oxabicyclo[2.2.1]hept-4-yl)imidazo[1,2-a]pyridine-6-carboxamide